((R)-1-(6-fluoro-2-(5-fluoropyridin-2-yl)-3-deuteromethyl-4-oxo-3,4-dihydro-quinazolin-8-yl)ethyl)-2-methylpropane-2-sulfonamide FC=1C=C2C(N(C(=NC2=C(C1)[C@H](C)CC(C)(S(=O)(=O)N)C)C1=NC=C(C=C1)F)C[2H])=O